tert-Butyl (1-(5-(4-cyclopropyl-2-(4-fluoro-2-methylphenoxy)-5-(trifluoromethyl)benzamido)-2-fluoro Phenyl)-3-hydroxybutyl)carbamate C1(CC1)C1=CC(=C(C(=O)NC=2C=CC(=C(C2)C(CC(C)O)NC(OC(C)(C)C)=O)F)C=C1C(F)(F)F)OC1=C(C=C(C=C1)F)C